C(C)N1CCN(CC1)C1=NC2=CC=C(C=C2C(=C1)C)NC(=S)NCC1=C(C=CC=C1)OC 1-[2-(4-Ethyl-piperazin-1-yl)-4-methyl-quinolin-6-yl]-3-(2-methoxy-benzyl)-thiourea